Benzyl [(1R,2R,5S)-5-amino-2-(cyanomethyl)cyclohexyl]carbamate N[C@H]1CC[C@@H]([C@@H](C1)NC(OCC1=CC=CC=C1)=O)CC#N